ClC=1C=C(C=CC1F)S(=O)(=O)N1CC(C1)(CO)COC1=CC(=C(C#N)C=C1)F 4-((1-((3-chloro-4-fluorophenyl)sulfonyl)-3-(hydroxymethyl)azetidin-3-yl)methoxy)-2-fluorobenzonitrile